1,4-dimethyl-1,4-dihydroquinoxaline-2,3-dione CN1C(C(N(C2=CC=CC=C12)C)=O)=O